allyloxyt-butyldimethylsilane C(C=C)O[Si](C)(C)C(C)(C)C